FC1=CC=C(C=C1)S(=O)(=O)N1CC2=C(C1)CN(C2)C(=O)NCC=2OC(=NN2)C 5-(4-fluorophenyl-sulfonyl)-N-((5-methyl-1,3,4-oxadiazol-2-yl)methyl)-3,4,5,6-tetrahydropyrrolo[3,4-c]pyrrole-2(1H)-carboxamide